1,3-bis[3-(1-methylpropyloxy)propyl]imidazolium CC(CC)OCCCN1C=[N+](C=C1)CCCOC(CC)C